C(C)(C)(C)N(C(=O)OC=1C(=NC(=C(C1)N=NC1=CC=CC=C1)N)N)[C@H](C(=O)NCC1=CC=CC=C1)C 2,6-diamino-5-(phenyldiazenyl)pyridin-3-ol Tertbutyl-(S)-(1-(benzylamino)-1-oxopropan-2-yl)carbamate